BrC\C(\C(=O)OC)=C/C (Z)-methyl 2-(bromomethyl)-2-butenoate